C(C)S(=O)(=O)NC1=CC(=C(C=C1)C1=C2C(=NC(=C1)NC(=O)C1CC1)NC=C2)C N-(4-(4-(ethylsulfonylamino)-2-methylphenyl)-1H-pyrrolo[2,3-b]pyridin-6-yl)cyclopropylcarboxamide